OC(CN1C[C@H](N(CC1)C(=O)OC(C)(C)C)C)(C)C tert-butyl (R)-4-(2-hydroxy-2-methylpropyl)-2-methylpiperazin-1-carboxylate